FC(C(=O)O)(F)F.NCCNC(C[C@H]1C=2N(C3=C(C(=N1)C1=CC=C(C=C1)Cl)C=C(C=C3)OC)C(=NN2)C)=O N-(2-aminoethyl)-2-((4S)-6-(4-chlorophenyl)-8-methoxy-1-methyl-4H-benzo[f][1,2,4]triazolo[4,3-a][1,4]diazepin-4-yl)acetamide trifluoroacetate salt